ClC1=C2CC[C@H](CC2=CC=C1)N1[C@@H](C[C@@H](C1)COC1=CC=C(C=C1)S(=O)(=O)C)C (2R,4S)-1-[(2R)-5-chloro-1,2,3,4-tetrahydronaphthalen-2-yl]-4-[(4-methanesulfonylphenoxy)methyl]-2-methylpyrrolidine